1,5,6,7-tetrahydro-4H-cyclopenta[d]pyrimidin-4-one N1C=NC(C2=C1CCC2)=O